1-(difluoromethylsulfanyl)-2-methyl-benzene FC(F)SC1=C(C=CC=C1)C